ethyl (2,6-difluorobenzyl)-[4-dimethylaminomethyl-3-(6-methoxypyridazin-3-ylcarbamoyl)-S-(4-nitrophenyl)thiophen-2-yl]carbamate FC1=C(CN(C(OCC)=O)C=2S(C=C(C2C(NC=2N=NC(=CC2)OC)=O)CN(C)C)C2=CC=C(C=C2)[N+](=O)[O-])C(=CC=C1)F